O=C1NC(CCC1N1C(C2=CC=CC(=C2C1=O)SCCCCCI)=O)=O 2-(2,6-dioxopiperidin-3-yl)-4-(5-iodopentylthio)isoindoline-1,3-dione